5-[4-(6-methoxypyridazin-3-yl)piperidine-1-carbonyl]-6-methyl-N-(1-methylcyclopropyl)furo[2,3-d]pyrimidin-4-amine COC1=CC=C(N=N1)C1CCN(CC1)C(=O)C1=C(OC=2N=CN=C(C21)NC2(CC2)C)C